(S)-2-((((9H-fluoren-9-yl)methoxy)carbonyl)amino)-5-(tert-butoxy)-3,3-dimethyl-5-oxopentanoic acid C1=CC=CC=2C3=CC=CC=C3C(C12)COC(=O)N[C@H](C(=O)O)C(CC(=O)OC(C)(C)C)(C)C